(S)-1-((S)-2-amino-3-methylbutyryl)pyrrolidin N[C@H](C(=O)N1CCCC1)C(C)C